7,8-dimethyl-7,8-dicarbaundecaborane CC(BBBBBB)C(BBB)C